N[C@@H](C(=O)NC)CCCOC1=C(C(=C(C=C1)Cl)Cl)CN1C2=NC=NC(=C2N=C1)N (R)-2-amino-5-(2-((6-amino-9H-purin-9-yl)methyl)-3,4-dichlorophenoxy)-N-methylpentanamid